(E)-3-(2,4-dihydroxyphenyl)-1-[4-(4-methylbenzoyl)piperazin-1-yl]prop-2-en-1-one methyl-(1S,2S)-2-aminocyclopentane-1-carboxylate hydrochloride Cl.COC(=O)[C@@H]1[C@H](CCC1)N.OC1=C(C=CC(=C1)O)/C=C/C(=O)N1CCN(CC1)C(C1=CC=C(C=C1)C)=O